CC=1C=C(C=C(C1N1CCN(CC1)C)C)C=1C=C2C(=NC1)NC=C2C#CC(C)(C)NS(=O)(=O)C N-(4-(5-(3,5-dimethyl-4-(4-methylpiperazin-1-yl)phenyl)-1H-pyrrolo[2,3-b]pyridine-3-yl)-2-methylbut-3-yn-2-yl)methanesulfonamide